indol-4-yl tetrahydro-2H-pyran-4-carboxylate hydrochloride Cl.O1CCC(CC1)C(=O)OC1=C2C=CNC2=CC=C1